C1(CC1)COC=1C=C(C(=NC1)NC=1C2=C(N=CN1)C=CC(=N2)N2[C@@H]1CN([C@H](C2)C1)C(=O)OC(C)(C)C)F tert-Butyl (1S,4S)-5-(4-((5-(cyclopropylmethoxy)-3-fluoropyridin-2-yl)amino)pyrido[3,2-d]pyrimidin-6-yl)-2,5-diazabicyclo[2.2.1]heptane-2-carboxylate